5-((R)-1-(((S)-tert-butylsulfinyl)amino)-3-methylbutyl)-N-hydroxythiophene-3-carboxamidine C(C)(C)(C)[S@](=O)N[C@H](CC(C)C)C1=CC(=CS1)C(=N)NO